3-((3s,4r)-1-(3-(2-chloro-4-fluorophenyl)propyl)-3-((dimethylamino)methyl)-4-hydroxypiperidin-4-yl)benzamide ClC1=C(C=CC(=C1)F)CCCN1C[C@@H]([C@@](CC1)(O)C=1C=C(C(=O)N)C=CC1)CN(C)C